2-bromo-3-(4-chlorophenyl)propionic acid BrC(C(=O)O)CC1=CC=C(C=C1)Cl